N[C@@]1(CC2=CC=CC=C2CC1)C(=O)O (S)-2-amino-1,2,3,4-tetrahydro-2-naphthoic acid